ClC1=CC=C(C=C1)[C@@]1(N(C(C2=CC(=CC(=C12)F)[C@](CC)(O)C1(CCOCC1)F)=O)CC1=NC=C(C=N1)C#N)O[C@@H]1COCC1 2-{[(1R)-1-(4-chlorophenyl)-7-fluoro-5-[(1S)-1-(4-fluorooxan-4-yl)-1-hydroxypropyl]-3-oxo-1-[(3S)-oxolan-3-yloxy]2,3-dihydro-1H-isoindol-2-yl]methyl}pyrimidine-5-carbonitrile